1,3,5-Tris(2-hydroxyethyl)-2,4,6-trimethyl-2,4,6-tris(3,5-di-tert-butyl-4-hydroxybenzyl)benzene OCCC1C(C(C(C(C1(CC1=CC(=C(C(=C1)C(C)(C)C)O)C(C)(C)C)C)CCO)(CC1=CC(=C(C(=C1)C(C)(C)C)O)C(C)(C)C)C)CCO)(CC1=CC(=C(C(=C1)C(C)(C)C)O)C(C)(C)C)C